(S)-2-((2-((4-chloro-2-fluorobenzyl)oxy)-5,6,8,9-tetrahydro-7H-pyrido[2,3-d]-azepin-7-yl)methyl)-3-(oxetan-2-ylmethyl)-3H-imidazo[4,5-b]pyridine-5-carboxylic acid ClC1=CC(=C(COC=2C=CC3=C(CCN(CC3)CC3=NC=4C(=NC(=CC4)C(=O)O)N3C[C@H]3OCC3)N2)C=C1)F